2,6-Diaza-spiro[3.4]octane C1NCC12CNCC2